7-{[3-(3-chloro-2-methylphenyl)-1-(prop-2-enoyl)piperidin-3-yl]amino}-2-methylisoquinolin-1-one ClC=1C(=C(C=CC1)C1(CN(CCC1)C(C=C)=O)NC1=CC=C2C=CN(C(C2=C1)=O)C)C